2-[4-[2-[1-[2-[3-(2,4-Dioxohexahydropyrimidin-1-yl)-4-methyl-phenoxy]acetyl]-4-piperidyl]ethyl]-1-piperidyl]acetic acid O=C1N(CCC(N1)=O)C=1C=C(OCC(=O)N2CCC(CC2)CCC2CCN(CC2)CC(=O)O)C=CC1C